Tert-butyl 3-(8-{4-fluoro-2-[(2-methoxyethyl)(isopropyl)carbamoyl]phenyl}-3-methylimidazo[1,5-a]pyridin-6-yl)azetidine-1-carboxylate FC1=CC(=C(C=C1)C=1C=2N(C=C(C1)C1CN(C1)C(=O)OC(C)(C)C)C(=NC2)C)C(N(C(C)C)CCOC)=O